4-[4-(4-fluorophenyl)-2-[4-[(r)-methylsulfinyl]phenyl]-1h-imidazol-5-yl]pyridine FC1=CC=C(C=C1)C=1N=C(NC1C1=CC=NC=C1)C1=CC=C(C=C1)[S@](=O)C